8-[(1R)-1-[[2-(1,1-Dioxo-1,2-thiazolidine-2-carbonyl)-3-pyridyl]amino]ethyl]-3,6-dimethyl-2-phenyl-chromen-4-one O=S1(N(CCC1)C(=O)C1=NC=CC=C1N[C@H](C)C=1C=C(C=C2C(C(=C(OC12)C1=CC=CC=C1)C)=O)C)=O